C(\C=C(\C)/CCC=C(C)C)CC(C)=CCC\C(\C)=C\C=O (2Z,6Z,10E)-geranylgeranial